2-[4-[3-(2-azabicyclo[2.2.1]heptane-2-carbonyl)-4-methoxy-phenoxy]-3,5-dichloro-phenyl]-6-chloro-1,2,4-triazine-3,5-dione C12N(CC(CC1)C2)C(=O)C=2C=C(OC1=C(C=C(C=C1Cl)N1N=C(C(NC1=O)=O)Cl)Cl)C=CC2OC